C(C)OC(=O)C=1C=NC(=NC1)NCC1=CC(=CC(=C1)OC(F)(F)F)C(C)C 2-((3-isopropyl-5-(trifluoromethoxy)benzyl)amino)pyrimidine-5-carboxylic acid ethyl ester